[Li].N[C@H](C(=O)O)CCC(=O)N[C@@H](CS)C(=O)NCC(=O)O glutathione, lithium salt